[Si](C)(C)(C(C)(C)C)OCC=1C=C(C(=C2C=CN=CC12)CNC1CC(C1)OC1=CC(=C(C=C1)F)C(F)(F)F)F (1r,3r)-N-((8-(((tert-butyldimethylsilyl)oxy)methyl)-6-fluoroisoquinolin-5-yl)methyl)-3-(4-fluoro-3-(trifluoromethyl)phenoxy)cyclobutan-1-amine